1-(1-((2,6-dimethylphenyl)amino)-1-oxobutan-2-yl)-1-(2-methoxybenzyl)piperidin-1-ium bromide [Br-].CC1=C(C(=CC=C1)C)NC(C(CC)[N+]1(CCCCC1)CC1=C(C=CC=C1)OC)=O